FC(C1=CC=C(C=C1)[C@@]1(CCOC2(CCCC2)C1)CCNCC=1C=NC=CC1C(F)(F)F)(F)F {2-[(9R)-9-[4-(trifluoromethyl)phenyl]-6-oxaspiro[4.5]decan-9-yl]ethyl}({[4-(trifluoromethyl)pyridin-3-yl]methyl})amine